(3R,4S)-Pyrrolidine-3,4-diol, Hydrochloride Cl.N1C[C@H]([C@H](C1)O)O